bis(3-cyclohexyl-6-hydroxyphenyl)-4-hydroxyphenyl-methane C1(CCCCC1)C=1C=C(C(=CC1)O)C(C1=CC=C(C=C1)O)C1=CC(=CC=C1O)C1CCCCC1